(E)-2,4-difluoro-N-(5-(4-(4-(4-oxopent-2-enoyl)piperazin-1-yl)quinazolin-6-yl)-2-(trifluoromethyl)pyridin-3-yl)benzenesulfonamide FC1=C(C=CC(=C1)F)S(=O)(=O)NC=1C(=NC=C(C1)C=1C=C2C(=NC=NC2=CC1)N1CCN(CC1)C(\C=C\C(C)=O)=O)C(F)(F)F